C(#N)C=1C=2CCCC2C(=C2CCCC12)NC(=O)N=[S@@](=O)(N)C1=NN(C(=C1)C(C)(C)O)C1=CC=CC=C1 (S)-N'-((8-cyano-1,2,3,5,6,7-hexahydro-s-indacen-4-yl)carbamoyl)-5-(2-hydroxypropan-2-yl)-1-phenyl-1H-pyrazole-3-sulfonimidamide